(S)-N-(3-(5-(2-((2-aminopropyl)amino)pyrimidin-4-yl)-2-(tert-butyl)thiazol-4-yl)-2-fluorophenyl)-2,6-difluorobenzenesulfonamide N[C@H](CNC1=NC=CC(=N1)C1=C(N=C(S1)C(C)(C)C)C=1C(=C(C=CC1)NS(=O)(=O)C1=C(C=CC=C1F)F)F)C